2-((5-(4-ethylphenyl)-2-nitropyridin-3-yl)oxy)propionic acid C(C)C1=CC=C(C=C1)C=1C=C(C(=NC1)[N+](=O)[O-])OC(C(=O)O)C